OC1=C(C=CC=C1[N+](=O)[O-])CN(C(OC(C)(C)C)=O)C tert-butyl N-[(2-hydroxy-3-nitro-phenyl)methyl]-N-methyl-carbamate